OC1(COC1)C1=C(NC(C)C=2C=C(C=C3C(C(=C(OC23)C2=CC=CC=C2)C)=O)C)C=CC=C1 8-[1-[2-(3-Hydroxyoxetan-3-yl)anilino]ethyl]-3,6-dimethyl-2-phenyl-chromen-4-one